8-bromo-6-fluoro-9-methoxy-1,4,4-trimethyl-4,5-dihydro-[1,2,4]triazolo[4,3-a]quinoxaline BrC1=CC(=C2NC(C=3N(C2=C1OC)C(=NN3)C)(C)C)F